1-Methyl-2-oxo-4-{4-[4-(trifluoromethoxy)phenyl]piperidin-1-yl}-1,2-dihydroquinoline-3-carboxamide CN1C(C(=C(C2=CC=CC=C12)N1CCC(CC1)C1=CC=C(C=C1)OC(F)(F)F)C(=O)N)=O